(R)-5-((2-ethyl-6-trifluoromethyl-3,4-dihydroquinolin-1(2H)-yl)sulfonyl)-2-((tetrahydro-2H-pyran-4-yl)methoxy)benzyl alcohol C(C)[C@H]1N(C2=CC=C(C=C2CC1)C(F)(F)F)S(=O)(=O)C=1C=CC(=C(CO)C1)OCC1CCOCC1